(Z)-N'-(6,7-dihydroquinolin-8(5H)-ylidene)-6-(pyridin-2-ylamino)-2-azaspiro[3.3]heptane-2-thiohydrazide N1=CC=CC=2CCC/C(/C12)=N/NC(=S)N1CC2(C1)CC(C2)NC2=NC=CC=C2